tert-butyl 3-[1-(2-ethenylphenyl)cyclopropyl](methyl)carbamoyl-4H,5H,6H,7H-pyrazolo[1,5-a]pyrazine-5-carboxylate C(=C)C1=C(C=CC=C1)C1(CC1)C=1C(=NN2C1CN(CC2)C(=O)OC(C)(C)C)C(NC)=O